NC1=NC=2C=C(C(=CC2C2=C1C=NN2C)C(=O)N(C2CC2)CC2=NC=C(C(=C2)Cl)Br)Cl 4-amino-N-((5-bromo-4-chloropyridin-2-yl)methyl)-7-chloro-N-cyclopropyl-1-methyl-1H-pyrazolo[4,3-c]quinoline-8-carboxamide